1-(4-((2-aminoethyl)amino)-3-fluorobenzyl)-3-(4-(2-(4-bromophenyl)propan-2-yl)thiazol-2-yl)urea NCCNC1=C(C=C(CNC(=O)NC=2SC=C(N2)C(C)(C)C2=CC=C(C=C2)Br)C=C1)F